C1N(CC12CNC2)CC2=C(C=C(C#N)C=C2)C(F)(F)F 4-(2,6-diazaspiro[3.3]heptan-2-ylmethyl)-3-(trifluoromethyl)benzonitrile